[Cr+3].C(C)(=O)CC(C)=O acetylacetone chromium(III) salt